N-(1-(1H-indol-3-yl)hexane-2-yl)-6-(4-cyclopropylpiperazin-1-yl)benzo[b]-thiophene-2-carboxamide N1C=C(C2=CC=CC=C12)CC(CCCC)NC(=O)C1=CC2=C(S1)C=C(C=C2)N2CCN(CC2)C2CC2